2-[[(1S,2S)-2-hydroxycyclopentoxy]pyrimidine-5-yl]-7-methyl-1,3-benzothiazole O[C@@H]1[C@H](CCC1)OC1=NC=C(C=N1)C=1SC2=C(N1)C=CC=C2C